7,8,9,10-tetrahydro-6,8,11-trihydroxy-8-(hydroxyacetyl)-1-methoxy-5,12-tetracenedione OC1=C2C(C=3C=CC=C(C3C(C2=C(C=2CCC(CC12)(C(CO)=O)O)O)=O)OC)=O